Carbonic chloride C(=O)(Cl)Cl